COC(=O)N[C@H](C(=O)N[C@@H](CC1=CC=C(C=C1)NS(O)(=O)=O)C=1SC2=C(N1)CCCC2)CC2=CC=CC=C2 4-{(S)-2-[(S)-2-(Methoxycarbonylamino)-3-phenylpropanamido]-2-(4,5,6,7-tetrahydrobenzo[d]thiazol-2-yl)ethyl}phenylsulfamic acid